C(CCCC)N=CCC1=CC=CC(=N1)C(CCC)=O 6-(Pentylimino)ethyl-2-butyrylpyridin